tert-butyl 2-(4-[[(5-amino-2-chloropyrimidin-4-yl) amino] methyl] phenyl)-3-methyl-4H,6H,7H-pyrazolo[4,3-c]pyridine-5-carboxylate hydrochloride Cl.NC=1C(=NC(=NC1)Cl)NCC1=CC=C(C=C1)N1N=C2C(CN(CC2)C(=O)OC(C)(C)C)=C1C